The molecule is a withanolide saponin that consists of 22,26-epoxyergosta-5,24-dien-28-ol substituted by additional hydroxy groups at positions 1, 3 and 19, an oxo group at position 26 and a beta-D-glucopyranosyl residue at position 28 via a glycosidic linkage. It has been isolated from the aerial parts of Physalis longifolia. It has a role as a plant metabolite. It is a delta-lactone, a 1-hydroxy steroid, a 19-hydroxy steroid, a beta-D-glucoside, an ergostanoid, a monosaccharide derivative, a withanolide saponin and a 3beta-hydroxy-Delta(5)-steroid. CC1=C(C[C@@H](OC1=O)[C@@H](C)[C@H]2CC[C@@H]3[C@@]2(CC[C@H]4[C@H]3CC=C5[C@@]4([C@H](C[C@@H](C5)O)O)CO)C)CO[C@H]6[C@@H]([C@H]([C@@H]([C@H](O6)CO)O)O)O